(5'S,7a'R)-5'-(3,5-difluoro-phenyl)-1-(imidazo[1,2-a]pyrazine-3-carbonyl)-tetrahydro-3'H-spiro[piperidine-4,2'-pyrrolo-[2,1-b]oxazol]-3'-one FC=1C=C(C=C(C1)F)[C@@H]1CC[C@H]2OC3(C(N21)=O)CCN(CC3)C(=O)C3=CN=C2N3C=CN=C2